1-(3-(3-((tert-butyldimethylsilyl)oxy)propyl)-1-((4'-(methylsulfonyl)-[1,1'-biphenyl]-4-yl)methyl)-1H-indol-5-yl)-5-methyl-1H-pyrazole-3-carboxamide [Si](C)(C)(C(C)(C)C)OCCCC1=CN(C2=CC=C(C=C12)N1N=C(C=C1C)C(=O)N)CC1=CC=C(C=C1)C1=CC=C(C=C1)S(=O)(=O)C